[(2S,5S)-7-fluoro-2,3-dihydro-2,5-methano-1,4-benzoxazepin-4(5H)-yl](1-methylcyclobutyl)methanone FC=1C=CC2=C([C@H]3N(C[C@@H](O2)C3)C(=O)C3(CCC3)C)C1